OC(C)(C)C1=C(C=CC=C1)C(C)(C)O bis(α-hydroxyisopropyl)benzene